perfluoro-1,12-dodecanediol FC(C(C(C(C(C(C(C(C(C(C(C(O)(F)F)(F)F)(F)F)(F)F)(F)F)(F)F)(F)F)(F)F)(F)F)(F)F)(F)F)(O)F